2-Ethoxy-N-(2-fluoro-5-(5-(furan-2-yl)-1,3,4-oxadiazol-2-yl)phenyl)benzamide C(C)OC1=C(C(=O)NC2=C(C=CC(=C2)C=2OC(=NN2)C=2OC=CC2)F)C=CC=C1